(4aR,7aR)-6-[6-[(3S,4R)-1-(1,6-dimethylpyrazolo[3,4-b]pyridin-4-yl)-3-methyl-4-piperidyl]-5-methyl-3-pyridyl]-3,4,4a,5,7,7a-hexahydro-2H-pyrrolo[3,4-b][1,4]oxazine CN1N=CC=2C1=NC(=CC2N2C[C@H]([C@@H](CC2)C2=C(C=C(C=N2)N2C[C@H]1OCCN[C@@H]1C2)C)C)C